C(C1=CC=CC=C1)OC(=O)N[C@@H](CC1=CSC2=C1C=C(C=C2)Cl)C(=O)OC methyl N-[(benzyloxy)carbonyl]-3-(5-chloro-1-benzothiophen-3-yl)-L-alaninate